C(C)(=O)N[C@@H](C(=O)NC1C(NC(CC1)=O)=O)CC(C)C (2R)-2-acetamido-N-(2,6-dioxopiperidin-3-yl)-4-methylpentanamide